6-(2,2-difluoro-2-(3-(trifluoromethyl)phenyl)acetyl)-3,5,6,7,8,9-hexahydro-4H-pyrimido[5,4-c]azepin-4-one FC(C(=O)N1CC2=C(CCC1)N=CNC2=O)(C2=CC(=CC=C2)C(F)(F)F)F